3,4-bis(dicyclopentylphosphino)-2-cyclopentyl-thiophene C1(CCCC1)P(C1=C(SC=C1P(C1CCCC1)C1CCCC1)C1CCCC1)C1CCCC1